[Br-].C[P+](C1=CC=CC=C1)(C1=CC=CC=C1)C1=CC=CC=C1 methyl(triphenyl)phosphanium bromide